N[C@H](C(=O)O)CC L-α-Amino-n-butyric acid